C1(=CC=CC=C1)[C-]1C=CC=C1.[CH-]1C=CC=C1.[Ti+2] phenyl-titanocene